3-Isocyanato-propylphenyldiethoxysilan N(=C=O)CCC[Si](OCC)(OCC)C1=CC=CC=C1